4-[5-(difluoromethyl)-1,3,4-oxadiazol-2-yl]-2-{5-[(3-fluorophenyl)methyl]-1H-1,2,4-triazol-1-yl}pyridine FC(C1=NN=C(O1)C1=CC(=NC=C1)N1N=CN=C1CC1=CC(=CC=C1)F)F